2-(5-methyl-3-(1,6-diazaspiro[3.3]heptan-1-yl)-1,2,4-triazin-6-yl)-5-(trifluoromethyl)phenol CC=1N=C(N=NC1C1=C(C=C(C=C1)C(F)(F)F)O)N1CCC12CNC2